N-(1-(4,4-difluoropiperidin-1-yl)-2,7-naphthyridin-3-yl)-4-iodo-2-(6-azaspiro[2.5]oct-6-yl)benzamide FC1(CCN(CC1)C1=NC(=CC2=CC=NC=C12)NC(C1=C(C=C(C=C1)I)N1CCC2(CC2)CC1)=O)F